ClC1=C(C=C(C(=O)N2CC=3C(=NN4C3C(N(C[C@@H]4C(=O)NC)[C@@H](C)C4=CC=C(C=C4)OC(F)F)=O)C[C@H]2C)C=C1)C#N |o1:17,22| (3R,7R*)-2-(4-chloro-3-cyanobenzoyl)-9-((S*)-1-(4-(difluoromethoxy)phenyl)ethyl)-N,3-dimethyl-10-oxo-1,2,3,4,7,8,9,10-octahydropyrido[4',3':3,4]pyrazolo[1,5-a]pyrazine-7-carboxamide